L-prolyl-L-alpha-glutamyl-L-histidine N1[C@@H](CCC1)C(=O)N[C@@H](CCC(O)=O)C(=O)N[C@@H](CC1=CNC=N1)C(=O)O